C(C(C)(C)C)(=O)N(O)C1=CC=CC=C1 N-pivaloyl-phenylhydroxylamine